(3R)-3-[6-[2-cyano-3-[[ethyl(methyl)sulfamoyl]amino]-6-fluoro-phenoxy]-5-fluoro-4-oxo-quinazolin-3-yl]-1-oxa-8-azaspiro[4.5]decane HCl salt Cl.C(#N)C1=C(OC=2C(=C3C(N(C=NC3=CC2)[C@H]2COC3(C2)CCNCC3)=O)F)C(=CC=C1NS(N(C)CC)(=O)=O)F